ClC=1C(NC=CC1)(NC(=O)OCC=1OC=CC1)C(F)(F)F 3-chloro-2-(trifluoromethyl)pyridinecarbamic acid, 2-furylmethyl ester